Tert-butyl-2-propanol C(C)(C)(C)CC(C)O